FC1=C(C=CC(=C1)I)NC=1C=NC=CC1C(=O)N1CC(C1)(O)[C@H]1N(CCCC1)C(=O)OC(C)(C)C 1,1-Dimethylethyl (2S)-2-[1-({3-[(2-fluoro-4-iodophenyl)amino]pyridin-4-yl}carbonyl)-3-hydroxyazetidin-3-yl]piperidine-1-carboxylate